3,6-Dibromo-9-(3-(benzocyclobuten-4-yl)phenyl)carbazole BrC=1C=CC=2N(C3=CC=C(C=C3C2C1)Br)C1=CC(=CC=C1)C1=CC2=C(C=C2)C=C1